C(C)(C)N(C(=O)C1=C(OC2=C(N=CN=N2)N2C[C@@H](CC2)CN2CCC3(CC2)CCC(CC3)NC(=O)C3=NOC(=C3)C)C=CC(=C1)F)C(C)C (S)-N-(3-((1-(6-(2-(diisopropylcarbamoyl)-4-fluorophenoxy)-1,2,4-triazine-5-yl)pyrrolidin-3-yl)methyl)-3-azaspiro[5.5]undecane-9-yl)-5-methylisoxazole-3-carboxamide